COC1=C(C=CC=C1C)O o-methoxy(methyl)phenol